cyclohexane-1,2,3-triol C1(C(C(CCC1)O)O)O